NC=1N=CC2=C(N1)C=C(N=C2)C=2C=NC(=NC2)N2CCN(CC2)C(C)C 2-amino-7-(2-(4-isopropylpiperazin-1-yl)pyrimidin-5-yl)pyrido[4,3-d]pyrimidine